C(#N)[C@H]1[C@@H](COCC1)NC1=NC(=NC=C1C)NC=1C=C(C(=C(C(=O)OC)C1)O)OC methyl 5-[[4-[((trans)-4-cyanotetrahydropyran-3-yl) amino]-5-methyl-pyrimidin-2-yl] amino]-2-hydroxy-3-methoxy-benzoate